2'-bromo-N-(5-(((1s,4s)-4-(hydroxymethyl)cyclohexyl)oxy)-1,3,4-thiadiazol-2-yl)-5'-methoxy-6-methyl-[4,4'-bipyridine]-3-carboxamide BrC1=NC=C(C(=C1)C1=C(C=NC(=C1)C)C(=O)NC=1SC(=NN1)OC1CCC(CC1)CO)OC